N1CCC(CC1)N1CNC2=NC=CC=C21 1-(piperidine-4-yl)-1,3-dihydro-2H-imidazo[4,5-b]pyridine